N-acetyl-2-(1,3-dioxoisoindolin-2-yl)-N-methylpropanamide C(C)(=O)N(C(C(C)N1C(C2=CC=CC=C2C1=O)=O)=O)C